N-(5-cyano-6-(2H-1,2,3-triazol-2-yl)pyridin-3-yl)-1-(1,6-naphthyridin-4-yl)-5-(trifluoromethyl)-1H-pyrazole-4-carboxamide C(#N)C=1C=C(C=NC1N1N=CC=N1)NC(=O)C=1C=NN(C1C(F)(F)F)C1=CC=NC2=CC=NC=C12